FC1=C(C(=CC=C1)F)C(C(=O)N)C1=NC=CC(=C1)C(F)(F)F 2-(2,6-difluorophenyl)-2-(4-(trifluoromethyl)pyridin-2-yl)acetamide